chloro-4-(2-fluoroprop-2-yl)pyrimidine ClC1=NC=CC(=N1)C(C)(C)F